3,5-difluoro-2-iodo-phenol FC=1C(=C(C=C(C1)F)O)I